1-bromo-3,3-dimethyl-butan-2-one BrCC(C(C)(C)C)=O